N=1NC=C2C(NC=3N(C21)CCN3)=O 7,8-dihydro-2H-imidazo[1,2-a]pyrazolo[4,3-e]pyrimidin-4(5H)-one